2-(1-(5-(5-(difluoromethyl)-1-methyl-1H-pyrazol-3-yl)-1,2,4-oxadiazol-3-yl)cyclopropyl)benzaldehyde FC(C1=CC(=NN1C)C1=NC(=NO1)C1(CC1)C1=C(C=O)C=CC=C1)F